C1(CCC1)C1=CC(=NN1)NC(CC1=CC=C(C=C1)OCCCCCOC1=C2C(N(C(C2=CC=C1)=O)C1C(NC(CC1)=O)=O)=O)=O N-(5-cyclobutyl-1H-pyrazol-3-yl)-2-[4-[5-[2-(2,6-dioxopiperidin-3-yl)-1,3-dioxoisoindol-4-yl]oxypentoxy]phenyl]acetamide